FC=1C=C(C=C(C1)F)B(O)O 3,5-Difluorophenylboronic acid